3-[3-(2-Chloro-6-methyl-4-pyridyl)-5-[(1-methylsulfonyl-4-piperidyl)amino]pyrazolo[1,5-a]pyrimidin-2-yl]benzonitrile ClC1=NC(=CC(=C1)C=1C(=NN2C1N=C(C=C2)NC2CCN(CC2)S(=O)(=O)C)C=2C=C(C#N)C=CC2)C